(1R*,2R*,3S*)-(2,3,4,4-tetramethylcyclopentyl)methyl acetate C(C)(=O)OC[C@H]1[C@@H]([C@@H](C(C1)(C)C)C)C |o1:5,6,7|